ClC=1C=CC(=NC1)C=1N=C2N(C=CC=C2)C1 2-(5-Chloropyridin-2-yl)imidazo[1,2-a]pyridin